3-{[3-(2-acetamido-2-deoxy-α-D-galactopyranosyl)oxypropyl]thio}propanoic acid C(C)(=O)N[C@H]1[C@H](O[C@@H]([C@@H]([C@@H]1O)O)CO)OCCCSCCC(=O)O